N-(5-cyano-6-(2H-1,2,3-triazol-2-yl)pyridin-3-yl)-1-(4-fluoro-2-(trifluoromethyl)phenyl)-5-(trifluoromethyl)-1H-pyrazole-4-carboxamide C(#N)C=1C=C(C=NC1N1N=CC=N1)NC(=O)C=1C=NN(C1C(F)(F)F)C1=C(C=C(C=C1)F)C(F)(F)F